ClC=1C=C2C(=C(NC2=C(C1)F)C1=CC=C(C=C1)F)CCC(=O)O 3-[5-chloro-7-fluoro-2-(4-fluorophenyl)-1H-indol-3-yl]propionic acid